NC=1C=C(C(=O)NC2=C(C=C(C=C2)F)CC(=O)OC(C)(C)C)C=CC1N1C2CCC(C1)C2 tert-butyl 2-(2-(3-amino-4-(2-azabicyclo[2.2.1]heptan-2-yl)benzamido)-5-fluorophenyl)acetate